2-(1-cyclopropyl-2-hydroxy-2-methylpropyl)-7-(4-(1-methyl-1H-pyrazol-4-yl)phenyl)isoindolin-1-one C1(CC1)C(C(C)(C)O)N1C(C2=C(C=CC=C2C1)C1=CC=C(C=C1)C=1C=NN(C1)C)=O